[(S)-2-(2-(Furan-2-yl)thiazol-4-yl)-2-[(S)-2-(methoxycarbonylamino)-3-phenyl-propanamido]ethyl]phenylsulfamic acid O1C(=CC=C1)C=1SC=C(N1)[C@H](CN(S(O)(=O)=O)C1=CC=CC=C1)NC([C@H](CC1=CC=CC=C1)NC(=O)OC)=O